1-spiro[2.3]hex-5-yl-3-[6-(2,2,2-trifluoro-1-methyl-ethoxy)-pyrimidin-4-ylmethyl]-urea C1CC12CC(C2)NC(=O)NCC2=NC=NC(=C2)OC(C(F)(F)F)C